4-(1,6-Dimethyl-3-propan-2-ylthieno[3,2-c]pyrazol-5-yl)-N-[5-(4-ethylpiperazin-1-yl)pyridin-2-yl]-5-fluoropyrimidin-2-amine CN1N=C(C2=C1C(=C(S2)C2=NC(=NC=C2F)NC2=NC=C(C=C2)N2CCN(CC2)CC)C)C(C)C